2-(4-(1'-(2,6-dioxopiperidin-3-yl)-2'-oxo-1,3-dihydrospiro[indene-2,3'-indolin]-5-yl)piperazin-1-yl)acetic acid O=C1NC(CCC1N1C(C2(C3=CC=CC=C13)CC1=CC=C(C=C1C2)N2CCN(CC2)CC(=O)O)=O)=O